CC1=C(C(=O)OC)C=CC(=C1)N1CCC(CC1)N1CCC(CC1)=O methyl 2-methyl-4-(4-oxo-[1,4'-bipiperidin]-1'-yl)benzoate